C(C)(C)(C)N1N=CN=C1C(=O)Cl (tert-butyl)-1H-1,2,4-triazole-5-carbonyl chloride